2-(2-(6-(4-cyano-4-(4-(trifluoromethyl)phenyl)piperidin-1-yl)pyridazine-3-carbonyl)hydrazinyl)-2-oxoethyl acetate C(C)(=O)OCC(=O)NNC(=O)C=1N=NC(=CC1)N1CCC(CC1)(C1=CC=C(C=C1)C(F)(F)F)C#N